(7-aza-1H-benzotriazol-1-yl)-1,1,3,3-tetramethyluronium hexafluoro-phosphate F[P-](F)(F)(F)(F)F.N1(N=NC2=C1N=CC=C2)OC(=[N+](C)C)N(C)C